(+/-)-1-benzyl-N3-methyl-N5-((trans)-2-methylcyclopropyl)-2-oxo-1,2-dihydropyridine-3,5-dicarboxamide C(C1=CC=CC=C1)N1C(C(=CC(=C1)C(=O)N[C@H]1[C@@H](C1)C)C(=O)NC)=O |r|